ClC=1C(=NC(=NC1)NC1=C(C=C(C=C1)C(=O)N1CCOCC1)OC)C=1C=NN(C1)CC (4-((5-chloro-4-(1-ethyl-1H-pyrazol-4-yl)pyrimidin-2-yl)amino)-3-methoxyphenyl)(morpholino)methanone